2-methylene-benzoic acid C=C1C(C(=O)O)C=CC=C1